ClC1=CC(=NC=N1)C#N 6-chloropyrimidine-4-carbonitrile